(2-chloro-ethyl)-phosphat ClCCOP(=O)([O-])[O-]